1,2,3,4-tetramethyl-1,6-dihydropyridinium C[NH+]1C(=C(C(=CC1)C)C)C